C1(=CC=CC=C1)N1N=CC=2C1=NC=NC2N2CCCCC2 1-phenyl-4-(piperidin-1-yl)-1H-pyrazolo[3,4-d]pyrimidine